C(C)C=1C(NC=2C=C(C=NC2C1)CN1CC2C(C1)CN(C2)C=2C=CC(=NC2)C(=O)NC)=O 5-(5-((7-Ethyl-6-oxo-5,6-dihydro-1,5-naphthyridin-3-yl)methyl)hexahydropyrrolo[3,4-c]pyrrol-2(1H)-yl)-N-methylpyridineamide